(S)-quinuclidin-3-yl (6-(4-(difluoromethoxy)phenyl)-2,3-dihydro-1H-inden-1-yl)carbamat FC(OC1=CC=C(C=C1)C1=CC=C2CCC(C2=C1)NC(O[C@@H]1CN2CCC1CC2)=O)F